Methyl 3-((2-(2,2-difluorocyclopropoxy)ethyl)amino)-5-fluoro-4-nitrobenzoate Methyl-3,5-difluoro-4-nitrobenzoate COC(C1=CC(=C(C(=C1)F)[N+](=O)[O-])F)=O.FC1(C(C1)OCCNC=1C=C(C(=O)OC)C=C(C1[N+](=O)[O-])F)F